(Z)-2-((hex-3-en-1-yloxy)carbonyl)-4-phenylpentanedioic acid C(C\C=C/CC)OC(=O)C(C(=O)O)CC(C(=O)O)C1=CC=CC=C1